[Si](C)(C)(C(C)(C)C)OC1C(C(\C(\N(C1)C(=O)OC(C)(C)C)=C/N(C)C)=O)(C)C (E)-tert-butyl 5-((tert-butyldimethylsilyl) oxy)-2-((dimethylamino) methylene)-4,4-dimethyl-3-oxopiperidine-1-carboxylate